2-(3-{2-Amino-6-[1-(oxetane-3-yl)-1,2,3,6-tetrahydropyridine-4-yl]-7H-pyrrolo[2,3-d]Pyrimidine-4-yl}-2-(hydroxymethyl)phenyl)-6-cyclopropyl-8-fluoroisoquinoline-1(2H)-one NC=1N=C(C2=C(N1)NC(=C2)C=2CCN(CC2)C2COC2)C=2C(=C(C=CC2)N2C(C1=C(C=C(C=C1C=C2)C2CC2)F)=O)CO